N-(3,5-dichloro-4-((3-methyl-4-oxo-3,4-dihydrophthalazin-1-yl)oxy)phenyl)-5-oxo-4,5-dihydro-1,2,4-oxadiazole-3-carboxamide ClC=1C=C(C=C(C1OC1=NN(C(C2=CC=CC=C12)=O)C)Cl)NC(=O)C1=NOC(N1)=O